FC1=C(C=CC(=C1)OC1=CC=NC=2NC(C=NC21)=O)NC(=O)NC2=CC(=NN2C2=CC=CC=C2)C 1-(2-fluoro-4-((3-keto-3,4-dihydropyrido[2,3-b]pyrazin-8-yl)oxy)phenyl)-3-(3-methyl-1-phenyl-1H-pyrazol-5-yl)urea